racemic-5-((2S,2S)-2-(6-chloroimidazo[1,2-b]pyridazin-8-yl)cyclopropyl)-3-(trifluoromethyl)benzo[d]isoxazole ClC=1C=C(C=2N(N1)C=CN2)[C@@H]2[C@@H](C2)C=2C=CC1=C(C(=NO1)C(F)(F)F)C2 |&1:11|